C(C)(C)(C)OC(=O)N1C(CC1)C(NC=1SC=C(N1)C1=NC(=CC=C1)N1C[C@@H](O[C@@H](C1)C)C)=O tert-Butyl-2-((4-(6-((2S,6R)-2,6-dimethylmorpholino)pyridin-2-yl)thiazol-2-yl)carbamoyl)azetidine-1-carboxylate